ClC=1C=C2C(CC=NC2=CC1OC)=O 6-chloro-7-methoxy-4-quinolone